C(C)(C)(C)OC(=O)N1N=C(C2=CC(=CC=C12)C1=CC(=CC=C1)[Si](C)(C)C)N 3-amino-5-(3-(trimethylsilyl)phenyl)-1H-indazole-1-carboxylic acid tert-butyl ester